COC=1C=C(C=CC2=C(C=CC=C2)C=CC2=CC(=C(C(=C2)OC)OC)OC)C=C(C1OC)OC bis(3,4,5-trimethoxystyryl)benzene